hexadecyltriethoxysilane C(CCCCCCCCCCCCCCC)[Si](OCC)(OCC)OCC